C(C)(C)(C)C(C(=O)[O-])(OCC(C(CCOCC(=O)[O-])N)CCOCC(=O)OC(C)(C)C)C(C)(C)C Di-tert-butyl-2,2'-((3-amino-2-(2-(2-(tert-butoxy)-2-oxoethoxy)ethyl)pentane-1,5-diyl)bis(oxy))diacetate